benzyl α-vinyloxymethylacrylate C(=C)OCC(C(=O)OCC1=CC=CC=C1)=C